C(CC)C1=NC=C(C=C1)C(F)(F)F Propyl-5-(trifluoromethyl)pyridine